N-({5-chloro-6-[(3-methyl-5-isoxazolyl)methoxy]-2-indolyl}methyl)-2-(difluoromethyl)-1-azetidinecarboxamide ClC=1C=C2C=C(NC2=CC1OCC1=CC(=NO1)C)CNC(=O)N1C(CC1)C(F)F